C[C@@H](C=O)CC1=CC=C(C=C1)C(F)(F)F (R)-2-methyl-3-(4-(trifluoromethyl)phenyl)propanal